[Na+].C(=O)(O)CCCCCN1C(N(C(\C(\C1=O)=C/C=C/1\CC(C2=CC3=CC=C(C=C3OC2=C1)N(CC)CC)(C)C)=O)CCCS(=O)(=O)[O-])=O 3-[(5Z)-3-(5-carboxypentyl)-5-[(2E)-2-[6-(diethylamino)-1,1-dimethyl-2H-xanthene-3-ylidene]ethylidene]-2,4,6-trioxo-hexahydropyrimidine-1-yl]propane-1-sulfonate sodium salt